ClC1=C(C=C(C=C1)S(=O)(=O)NC=1C(=NC=C(C1)C)OC1=CC=C(C(=O)NCC#N)C=C1)C(F)(F)F 4-((3-((4-chloro-3-(trifluoromethyl)phenyl)sulfonamido)-5-methylpyridin-2-yl)oxy)-N-(cyanomethyl)benzamide